ClC1=C(CNC(C(C)C)=O)C=CC(=C1C=1NC(C=C(N1)C=1C=NC(=CC1)OCC(F)F)=O)F N-(2-chloro-3-{4-[6-(2,2-difluoroethoxy)pyridin-3-yl]-6-oxo-1,6-dihydropyrimidin-2-yl}-4-fluorobenzyl)isobutyramide